Cl.Cl.N1=CCC(C=C1)=N Pyridine-4-imine dihydrochloride